2-(propan-2-yl)-3-(tetramethyl-1,3,2-dioxaborolan-2-yl)pyridine CC(C)C1=NC=CC=C1B1OC(C(O1)(C)C)(C)C